[Cl-].C(=C)C1=CC=C(C[N+]2=CNC=C2)C=C1 (4-vinylbenzyl)-3H-imidazol-1-ium chloride